N-(4-(pyrrolidin-1-yl)phenyl)-5-(5-(trifluoromethyl)nicotinamido)-1,2,3-thiadiazole-4-carboxamide N1(CCCC1)C1=CC=C(C=C1)NC(=O)C=1N=NSC1NC(C1=CN=CC(=C1)C(F)(F)F)=O